(S)-3-tert-butoxycarbonylaminopiperidine C(C)(C)(C)OC(=O)N[C@@H]1CNCCC1